4-(1-carbamimidoyl-1,2,3,6-tetrahydropyridin-4-yl)-N-(4-(1-carbamimidoyl-1,2,3,6-tetrahydropyridin-4-yl)-3-fluorophenyl)-2-methylbenzamide C(N)(=N)N1CCC(=CC1)C1=CC(=C(C(=O)NC2=CC(=C(C=C2)C=2CCN(CC2)C(N)=N)F)C=C1)C